(3s,5r)-3-ethynyl-3-hydroxy-1-methyl-5-(trifluoromethyl)pyrrolidin-2-one C(#C)[C@@]1(C(N([C@H](C1)C(F)(F)F)C)=O)O